tert-Butyl (±)-3-((4-(3-((2,6-dioxopiperidin-3-yl)amino)phenyl)piperazin-1-yl)methyl)azetidine-1-carboxylate O=C1NC(CC[C@H]1NC=1C=C(C=CC1)N1CCN(CC1)CC1CN(C1)C(=O)OC(C)(C)C)=O |r|